(E)-3-(dimethylamino)-1-phenylprop-2-en-1-one CN(/C=C/C(=O)C1=CC=CC=C1)C